NC1=C(C=C(C=C1)OC)NC(/C=C/C=1N=CC(=NC1)/C=C(\C1=CC=CC=C1)/C=1C=C(C(=O)N)C=CC1)=O 3-((E)-2-(5-((E)-3-((2-amino-5-methoxyphenyl)amino)-3-oxoprop-1-en-1-yl)pyrazin-2-yl)-1-phenylvinyl)benzamide